C(CCCCCCC)NC(=O)C1=CC(=[N+](C=C1)[O-])CN1CCN(CCN(CCN(CC1)CC(=O)O)CC(=O)O)CC(=O)O 4-(octylcarbamoyl)-2-((4,7,10-tris(carboxymethyl)-1,4,7,10-tetraazacyclododecan-1-yl)methyl)pyridine 1-oxide